NC1=NC=C(C2=C1C(=C(N2C)C2=CC=C(C=C2)NC(=O)C(=C)F)C=2C=C(C(=NC2)C(=O)NCC(F)(F)F)Cl)C#CC2(CC2)N 5-{4-amino-7-[(aminocyclopropyl)ethynyl]-2-{4-[(2-fluoroacrylamino)]phenyl}-1-methylpyrrolo[3,2-c]pyridin-3-yl}-3-chloro-N-(2,2,2-trifluoroethyl)pyridine-2-carboxamide